hydroxy-styrene OC=CC1=CC=CC=C1